ClC=1C=C2C=C(NC2=C(C1F)F)C(=O)NC[C@H]1CNCC1 (R)-5-chloro-6,7-difluoro-N-(pyrrolidin-3-ylmethyl)-1H-indole-2-carboxamide